2-((2-methoxy-4-(4-methylpiperazin-1-yl)phenyl)amino)-5,11-dimethyl-5,11-dihydro-6H-benzo[e]pyrimido[5,4-b][1,4]diazepin-6-one COC1=C(C=CC(=C1)N1CCN(CC1)C)NC=1N=CC=2N(C(C3=C(N(C2N1)C)C=CC=C3)=O)C